BrC1=C(C(=C(C(=C1[2H])[2H])[2H])[2H])C([2H])([2H])[2H] 1-Bromo-2-(methyl-d3)benzene-3,4,5,6-d4